CC(=C)C(C(CC(=C(C)C)C)O)(C)C 2,3,3,6,7-pentamethyloct-1,6-dien-4-ol